CN1CC(CC1)NC(=O)CNC(=O)C1=CC=CC(=N1)C1=CC=C2C=CC=C(C2=C1)NC(C=C)=O N-{7-[6-({[(1-methylpyrrolidin-3-yl)carbamoyl]methyl}carbamoyl)pyridin-2-yl]naphthalen-1-yl}prop-2-enamide